OCCN(C)CCO 2-(N-2-hydroxyethyl-N-methylamino)ethanol